C(#N)C1=C(C=O)C=C(C=C1)O 2-CYANO-5-HYDROXYBENZALDEHYDE